S-((3-fluoropyridin-2-yl) methyl) thioacetate C(C)(=O)SCC1=NC=CC=C1F